2-(4-(2-((3-chloro-2-methylphenyl)amino)-2-oxoethoxy)-3-methoxyphenyl)-N-cyclohexyl-2-oxoacetamide ClC=1C(=C(C=CC1)NC(COC1=C(C=C(C=C1)C(C(=O)NC1CCCCC1)=O)OC)=O)C